ClC1=CNC2=C(C=CC=C12)NS(=O)(=O)C=1C=NN(C1)C1COCC1 N-(3-Chloro-1H-indol-7-yl)-1-tetrahydrofuran-3-yl-pyrazol-4-sulfonamid